(2S)-2-(methylamino)-4-tetra-hydropyran-4-yl-butanoic acid CN[C@H](C(=O)O)CCC1CCOCC1